3-(6-fluoro-indol-1-yl)-Propionamide FC1=CC=C2C=CN(C2=C1)CCC(=O)N